COCCOCCOCCOC1=CC=CC=C1C#N 6-{2-[2-(2-methoxyethoxy)ethoxy]ethoxy}benzonitrile